BrC1=C(C=C(C=C1)[C@@H](C)NC(=O)C=1C=C(C=CC1C)N[C@@H]1C(CN(C1)C(=O)OC(C)(C)C)(F)F)C=1SC=CC1 tert-butyl (S)-4-((3-(((R)-1-(4-bromo-3-(thiophen-2-yl)phenyl)ethyl)carbamoyl)-4-methylphenyl)amino)-3,3-difluoropyrrolidine-1-carboxylate